NCC=1C=NC(=NC1)C1=C(C=C(C#N)C=C1)OC1=NC(=NC(=C1)N1[C@H](CCC1)C)C 4-[5-(aminomethyl)pyrimidin-2-yl]-3-[2-methyl-6-[(2S)-2-methylpyrrolidin-1-yl]pyrimidin-4-yl]oxybenzonitrile